ClC1=CC=C(C=C1)C=1C=C(C(N(N1)C=1C=NOC1)=O)C(=O)N[C@H](CO)C 6-(4-chlorophenyl)-N-[(2S)-1-hydroxyprop-2-yl]-2-(1,2-oxazol-4-yl)-3-oxo-2,3-dihydropyridazine-4-carboxamide